2-bromo-7-(thiazol-2-yl)pyrazolo[1,5-a]pyrimidine-5-carboxylic acid BrC1=NN2C(N=C(C=C2C=2SC=CN2)C(=O)O)=C1